2-bromobicyclo[1.1.1]pentane-1-carboxylate BrC1C2(CC1C2)C(=O)[O-]